CC(C(=O)C1=CC=C(C=C1)SC)(C)N1CCOCC1 2-methyl-1-(4-methylsulfanyl-phenyl)-2-morpholin-4-yl-propan-1-one